FC1(C(C=CC=C1O)O)F 2,2-Difluoro-1,3-benzenediol